IC=1C=CC(=NC1)N1CC2CCC(C1)N2C2COC2 3-(5-iodopyridin-2-yl)-8-(oxetan-3-yl)-3,8-diazabicyclo[3.2.1]octane